4-methoxycinnamic acid-isoamylester C(CC(C)C)OC(C=CC1=CC=C(C=C1)OC)=O